2-chloro-N-(3-cyano-4-fluorophenyl)-1,4-dimethyl-5-(2-oxo-2-((3-(trifluoromethyl)oxetan-3-yl)amino)acetyl)-1H-pyrrole-3-carboxamide ClC=1N(C(=C(C1C(=O)NC1=CC(=C(C=C1)F)C#N)C)C(C(NC1(COC1)C(F)(F)F)=O)=O)C